N-({3-[(dimethylamino)methyl]oxacyclohex-3-yl}methyl)-4H,5H,6H,7H,8H,9H-cycloocta[b]thiophene-2-carboxamide CN(C)CC1(COCCC1)CNC(=O)C1=CC2=C(S1)CCCCCC2